FC(C(=O)O)(F)F.N[C@H]1CN(CCC1)C1=C2C(=CN=N1)CN(CC2)C(C=C)=O (R)-1-(1-(3-aminopiperidin-1-yl)-7,8-dihydropyrido[3,4-d]pyridazin-6(5H)-yl)prop-2-en-1-one trifluoroacetate